dodecanyl-carnitine C(CCCCCCCCCCC)C(O)(C[N+](C)(C)C)CC([O-])=O